N-(5-((6-((R)-3-(3-chloro-2,5-difluorophenyl)isoxazolidine-2-yl)pyrimidine-4-yl)amino)-2-(4-cyclopropylpiperazine-1-yl)-4-methoxyphenyl)acrylamide ClC=1C(=C(C=C(C1)F)[C@@H]1N(OCC1)C1=CC(=NC=N1)NC=1C(=CC(=C(C1)NC(C=C)=O)N1CCN(CC1)C1CC1)OC)F